BrC=1C=CC=C2C(=CNC12)C1=NC(=NC=C1I)Cl 7-bromo-3-(2-chloro-5-iodo-pyrimidin-4-yl)-1H-indole